BrC1=C(C#N)C=C(C=C1)S(=O)(=O)CC1CCC(CC1)=O 2-Bromo-5-(((4-oxocyclohexyl)methyl)sulfonyl)benzonitrile